OC1=C(C=CC(=C1)O)C1(CCC1)NCC1=C(C(=NC=C1)NC(OC(C)(C)C)=O)F tert-butyl (4-(((1-(2,4-dihydroxyphenyl)cyclobutyl)amino)methyl)-3-fluoropyridin-2-yl)carbamate